4,4'-diallyl-biphenyl C(C=C)C1=CC=C(C=C1)C1=CC=C(C=C1)CC=C